N,N-dimethyl-3-phenylisoquinoline-1-amine CN(C1=NC(=CC2=CC=CC=C12)C1=CC=CC=C1)C